3-((R)-2-(2,5-difluorophenyl)pyrrolidin-1-yl)-N-((1s,4S)-4-hydroxycyclohexyl)-1H-pyrazolo[3,4-b]pyridine-5-carboxamide FC1=C(C=C(C=C1)F)[C@@H]1N(CCC1)C1=NNC2=NC=C(C=C21)C(=O)NC2CCC(CC2)O